C(CS(=O)(=O)O)S(=O)(=O)O.C1(CCCCC1)NC1CCCCC1 dicyclohexylamine ethanedisulfonate salt